methylphosphonic acid aluminum salt [Al+3].CP([O-])([O-])=O.CP([O-])([O-])=O.CP([O-])([O-])=O.[Al+3]